CC(C)(C)OC(=O)NC1=NN=C(S1)Br N-boc-2-amino-5-bromo[1,3,4]thiadiazole